di(1-naphthyl)diethoxysilane C1(=CC=CC2=CC=CC=C12)[Si](OCC)(OCC)C1=CC=CC2=CC=CC=C12